8,11-bis(4-(diphenylamino)phenyl)dithieno[2,3-a:3',2'-c]phenazine C1(=CC=CC=C1)N(C1=CC=C(C=C1)C1=C2N=C3C4=C(C5=C(C3=NC2=C(C=C1)C1=CC=C(C=C1)N(C1=CC=CC=C1)C1=CC=CC=C1)SC=C5)C=CS4)C4=CC=CC=C4